(R)-6-isopropoxy-N-(pyrazolo[1,5-a]pyrimidin-3-yl)-2-((tetrahydrofuran-3-yl)methyl)-2H-pyrazolo[3,4-b]pyridine-5-carboxamide C(C)(C)OC=1C(=CC=2C(N1)=NN(C2)C[C@@H]2COCC2)C(=O)NC=2C=NN1C2N=CC=C1